(2S)-N-[3-(4-acetamidobutylsulfamoyl)-4-methyl-phenyl]-2-(4,5-dichloro-6-oxo-pyridazin-1-yl)propanamide C(C)(=O)NCCCCNS(=O)(=O)C=1C=C(C=CC1C)NC([C@H](C)N1N=CC(=C(C1=O)Cl)Cl)=O